tert-butyl 3-(aminomethyl)-3-fluoroazetidine-1-carboxylate NCC1(CN(C1)C(=O)OC(C)(C)C)F